S1C=NC2=C1C=CC(=C2)NC2=CC=NC1=CC(=CC(=C21)F)C2=C(C=C(C=C2)C(=O)N2CC1(C2)CNC1)F (4-(4-(benzo[d]thiazol-5-ylamino)-5-fluoroquinolin-7-yl)-3-fluorophenyl)(2,6-diazaspiro[3.3]heptan-2-yl)methanone